tert-butyl ((3-(5-chloro-2-(4-fluoro-2-methylphenoxy)-4-methylnicotinamido) phenyl)(methyl)(oxo)-λ6-sulfaneylidene)carbamate ClC=1C=NC(=C(C(=O)NC=2C=C(C=CC2)S(=O)(C)=NC(OC(C)(C)C)=O)C1C)OC1=C(C=C(C=C1)F)C